SCCC(=O)O β-mercaptopropionic acid